methoxy-alaninyl-phosphoryl chloride CON[C@@H](C)C(=O)P(=O)(Cl)Cl